C(C)(C)(C)OC(N[C@H]1CN(C[C@@H](C1)F)C1C(CC(C1)C1=CC=C(C=C1)F)OC=1N=NC(=CC1C)C#N)=O (3R,5R)-1-(2-(6-cyano-4-methylpyridazin-3-yloxy)-4-(4-fluorophenyl)cyclopentyl)-5-fluoropiperidin-3-ylcarbamic acid tert-butyl ester